[2-Chloro-5-(7-morpholin-4-yl-quinazolin-4-yl)-phenyl]pyrrolo[1,2-a]-pyrazin-1-ylmethanol ClC1=C(C=C(C=C1)C1=NC=NC2=CC(=CC=C12)N1CCOCC1)C(O)C=1C=2N(C=CN1)C=CC2